1-methyl-N-[2-[(2R)-1-methylpyrrolidin-2-yl]-1H-pyrrolo[3,2-c]pyridin-6-yl]pyrazolo[4,3-c]pyridine-6-carboxamide CN1N=CC=2C=NC(=CC21)C(=O)NC2=CC1=C(C=N2)C=C(N1)[C@@H]1N(CCC1)C